N-(6-Methoxy-2-(3-azaspiro[5.5]undecan-9-yl)-2H-indazol-5-yl)-6-(trifluoromethyl)Picolinamide methyl-4,5-diphenyloxazole-2-carboxylate COC(=O)C=1OC(=C(N1)C1=CC=CC=C1)C1=CC=CC=C1.COC=1C(=CC2=CN(N=C2C1)C1CCC2(CCNCC2)CC1)NC(C1=NC(=CC=C1)C(F)(F)F)=O